cis-succinic anhydride C1(CCC(=O)O1)=O